OC=1C=C(C(=O)O[C@H]2[C@H](OC3=CC(=CC(=C3C2)O)O)C2=CC(=C(C(=C2)O)O)O)C=C(C1OC(C(C)C)=O)O (2R,3R)-5,7-dihydroxy-2-(3,4,5-trihydroxyphenyl)chroman-3-yl 3,5-dihydroxy-4-(isobutyryloxy)benzoate